ClC1=CC(=C(OC2=CC(=C(C=C2C2=CN(C=3C(NC=CC32)=O)C)N3C(CCC3=O)=O)C)C=C1)C 1-(4-(4-chloro-2-methylphenoxy)-2-methyl-5-(1-methyl-7-oxo-6,7-dihydro-1H-pyrrolo[2,3-c]pyridin-3-yl)phenyl)pyrrolidine-2,5-dione